C1(CCCC1)OC1=C(C(=O)NS(=O)(=O)N2CCCC2)C=CC(=C1F)C(=O)N1CC2=C(CC1)C=1C=CC(=CC1OC2=O)N2C[C@@H](N(CC2)C)COC (R)-2-(cyclopentyloxy)-3-fluoro-4-(8-(3-(methoxymethyl)-4-methylpiperazin-1-yl)-5-oxo-1,3,4,5-tetrahydro-2H-chromeno[3,4-c]pyridine-3-carbonyl)-N-(pyrrolidin-1-ylsulfonyl)benzamide